ClC=1C=C(CO[C@@H]2C[C@H](C2)C(=O)NCC2=C(C(=C(C=C2)C(F)(F)F)C=2NC(C(=C(N2)C)F)=O)F)C=CC1 trans-3-[(3-chlorobenzyl)oxy]-N-[2-fluoro-3-(5-fluoro-4-methyl-6-oxo-1,6-dihydropyrimidin-2-yl)-4-(trifluoromethyl)benzyl]cyclobutane-1-carboxamide